methacrylooxyethyltrimethylammonium C(C(=C)C)(=O)OCC[N+](C)(C)C